2-(5,8-dioxa-2-azaspiro[3.4]octan-2-yl)benzaldehyde C1N(CC12OCCO2)C2=C(C=O)C=CC=C2